5-(4-isobutyl-3-methyl-2,3,4,5-tetrahydropyridin-6-yl)-1,3-benzothiazole C(C(C)C)C1C(CN=C(C1)C=1C=CC2=C(N=CS2)C1)C